FC=1C=C(C=CC1F)NC(=O)C1=C(N(C(=C1C)C(C(=O)NC=1C=NC(=CC1)F)=O)C)C N-(3,4-difluorophenyl)-5-(2-((6-fluoropyridin-3-yl)amino)-2-oxoacetyl)-1,2,4-trimethyl-1H-pyrrole-3-carboxamide